1,2-bis(bromomethyl)-5-chloro-3-fluorobenzene BrCC1=C(C(=CC(=C1)Cl)F)CBr